C(C)(C)(C)OC(=O)N1[C@H]2CC(C[C@@H]1CC2)O (1R,3R,5S)-3-hydroxy-8-azabicyclo[3.2.1]octane-8-carboxylic acid tert-butyl ester